C(C)OC1=CC=C(C=C1)NCC(O)C=1NC(NC1)=S 4-[2-(4-ethoxyphenylamino)-1-hydroxyethyl]-1,3-dihydroimidazole-2-thione